ClC=1C=C(C=C(C1)[C@@H](CN[C@@H]([C@H]1CNC2=C(N1)N=CC=C2)C2=CC=CC=C2)C)CC(=O)O |o1:7| 2-(3-chloro-5-((S or R)-1-(((R)-phenyl((R)-1,2,3,4-tetrahydropyrido[2,3-b]pyrazin-3-yl)methyl)amino)propan-2-yl)phenyl)acetic acid